COC(C[C@@H]1N(CCN(C1)C(=O)OC(C)(C)C)C(=O)OCC1=CC=CC=C1)=O 1-benzyl 4-tert-butyl (2S)-2-(2-methoxy-2-oxoethyl)piperazine-1,4-dicarboxylate